CN(S(=O)(=O)NC=1C(=C(C=CC1)CN1C(OC2=C(C=CC(=C2)OC=2N=NC=CC2)C12COC2)=O)F)C 3-({3-[(dimethylsulfamoyl)amino]-2-fluorophenyl}methyl)-7-(pyridazin-3-yloxy)-2,3-dihydrospiro[1,3-benzoxazine-4,3'-oxetan]-2-one